C(#N)C1=CC(=C(C=C1F)NS(=O)(=O)C1=CNC2=CC(=CC=C12)OC)F N-(4-cyano-2,5-difluorophenyl)-6-methoxy-1H-indole-3-sulfonamide